2-[5-ethylsulfonyl-6-[7-(trifluoromethylsulfanyl)imidazo[1,2-a]pyridin-2-yl]-3-pyridyl]-2-methyl-propanenitrile C(C)S(=O)(=O)C=1C=C(C=NC1C=1N=C2N(C=CC(=C2)SC(F)(F)F)C1)C(C#N)(C)C